((2S,5R)-5-((6-amino-4-(((2S,6R)-2,6-dimethylmorpholino)methyl)pyridin-2-yl)amino)tetrahydro-2H-pyran-2-yl)methanol NC1=CC(=CC(=N1)N[C@@H]1CC[C@H](OC1)CO)CN1C[C@@H](O[C@@H](C1)C)C